methoxyl-benzyl chloride O(C)C(C1=CC=CC=C1)Cl